BrC1=C(C=NN(C1=O)C)N[C@@H]1C[C@@H](CN(C1)C)C1=CC=C(C=C1)CN1CC(C1)OC1=CC=C(C=C1)C1C(NC(CC1)=O)=O 3-[4-[1-[[4-[(3R,5R)-5-[(5-bromo-1-methyl-6-oxo-pyridazin-4-yl)amino]-1-methyl-3-piperidyl]phenyl]methyl]azetidin-3-yl]oxyphenyl]piperidine-2,6-dione